5-bromo-2-(4-cyano-4-phenylpiperidine-1-carbonyl)isonicotinic acid BrC1=CN=C(C=C1C(=O)O)C(=O)N1CCC(CC1)(C1=CC=CC=C1)C#N